N-(5-((2-chloro-5-(trifluoromethyl)phenyl)carbamoyl)-4-methylthiazol-2-yl)-N-(4-chlorophenyl)cyclopropane-1,1-dicarboxamide ClC1=C(C=C(C=C1)C(F)(F)F)NC(=O)C1=C(N=C(S1)N(C(=O)C1(CC1)C(=O)N)C1=CC=C(C=C1)Cl)C